BrC=1C=2N(C=CC1)C(=C(N2)NC(OC(C)(C)C)=O)SC(F)(F)F tert-butyl N-{8-bromo-3-[(trifluoromethyl)sulfanyl]imidazo[1,2-a]pyridin-2-yl}carbamate